[rac-(5S,7S)-7-fluoro-5-phenyl-6,7-dihydro-5H-pyrrolo[1,2-b][1,2,4]triazol-2-yl]-[rac-(2S,3S)-2-methyl-3-(trifluoromethyl)pyrrolidin-1-yl]methanone F[C@H]1C[C@H](N2N=C(N=C21)C(=O)N2[C@H]([C@H](CC2)C(F)(F)F)C)C2=CC=CC=C2 |r|